4-(4-fluoro-6-oxo-2-(trifluoromethyl)-1,6-dihydrochromeno[7,8-d]imidazol-8-yl)benzaldehyde FC1=CC=2C(C=C(OC2C2=C1N=C(N2)C(F)(F)F)C2=CC=C(C=O)C=C2)=O